5-(2-Aminoisobutyrylamino)-3-fluoro-2-(trifluoromethyl)benzonitrile hydrochloride Cl.NC(C(=O)NC=1C=C(C(=C(C#N)C1)C(F)(F)F)F)(C)C